CC(CC(C)(C)C)(C)C1=C(C(=C(C(=C1)C(C)(C)C)C)C=1C(=C(C=C(C1C)C(C)(C)C)C(C)(C)C)O)O 3-(1,1,3,3-tetramethylbutyl)-3'-tert-butyl-5,5'-di-tert-butyl-6,6'-dimethyl-1,1'-biphenyl-2,2'-diol